C[As](C1=CC=C(C=C1)B(O)O)C p-dimethylarsino-phenylboronic acid